ClC1=C(C(=C(C#N)C(=C1)OC1CC1)C1=C(C=NN1C(F)F)C1=CC2=C(C(NN=C2CO)=O)C(=N1)OC(F)F)F 4-chloro-6-cyclopropyloxy-2-(4-(5-(difluoromethoxy)-1-(hydroxymethyl)-4-oxo-3,4-dihydropyrido[3,4-d]pyridazin-7-yl)-1-(difluoromethyl)-1H-pyrazol-5-yl)-3-fluorobenzonitrile